C1(=C2N(C=N1)CCC2)C(C(=O)[Li])N2C(C1=CC(=CC(=C1C2)F)I)=O [2-(6,7-Dihydro-5H-pyrrolo[1,2-c]imidazol-1-yl)-2-(4-fluoro-6-iodo-1-oxo-isoindolin-2-yl)acetyl]lithium